O1CC[C@H]2[C@@H]1CN(C2)C=2OC(=C(N2)C(=O)NC2=CC(=C(C=C2)N2CCCCC2)F)CC(F)(F)F 2-[(3aR,6aR)-hexahydro-5H-furo[2,3-c]pyrrol-5-yl]-N-[3-fluoro-4-(piperidin-1-yl)phenyl]-5-(2,2,2-trifluoroethyl)oxazole-4-carboxamide